5-oxo-pentanamide O=CCCCC(=O)N